(1R,2S)-N-(5-((4-((1-acetylazetidin-3-yl)oxy)phenyl)ethynyl)-8-(methylamino)-2,7-naphthyridin-3-yl)-2-(difluoromethyl)cyclopropane-1-carboxamide C(C)(=O)N1CC(C1)OC1=CC=C(C=C1)C#CC1=C2C=C(N=CC2=C(N=C1)NC)NC(=O)[C@H]1[C@H](C1)C(F)F